C[C@@H](CC)NC(O)=O (2S)-but-2-ylcarbamic acid